3-bromo-2-(4-chloropyrimidin-2-yl)-6-(thiazol-2-yl)pyridin-4-amine BrC=1C(=NC(=CC1N)C=1SC=CN1)C1=NC=CC(=N1)Cl